(S)-1'-isopropyl-5-methoxy-4',4'-dimethylspiro[indole-3,3'-pyrrolidin]-5'-one C(C)(C)N1C[C@]2(C(C1=O)(C)C)C=NC1=CC=C(C=C12)OC